Fmoc-4-fluoro-pyrrolidine-2-carboxylic acid C(=O)(OCC1C2=CC=CC=C2C2=CC=CC=C12)N1C(CC(C1)F)C(=O)O